C(C)[C@@H]1CN(C[C@@H]1C1=CN=C2N1C1=C(N=C2)NC=C1)C(=O)NCC(F)(F)F (3S,4R)-3-ethyl-4-(3H-imidazo[1,2-a]pyrrolo[2,3-e]pyrazine-8-yl)-N-(2,2,2-trifluoroethyl)pyrrolidine-1-carboxamide